2-(4-((1s,5s)-9-borabicyclo[3.3.1]nonan-9-yl)butyl)isoindoline-1,3-dione C12CCCC(CCC1)B2CCCCN2C(C1=CC=CC=C1C2=O)=O